CC(C)CC(=O)C1=C(C(=C([C@@](C1=O)(CC=C(C)C)O)O)CC=C(C)C)O The molecule is an optically active cyclic ketone consisting of 3,5,6-trihydroxycyclohexa-2,4-dien-1-one bearing two 3-methylbut-2-en-1-yl substituents at positions 4 and 6 as well as a 3-methylbutanoyl group at the 2-position. It has a role as an antibacterial drug, an antioxidant, a cyclooxygenase 2 inhibitor and a metabolite. It is a diketone, a triol, a cyclic ketone, an aromatic ketone and a tertiary alpha-hydroxy ketone.